2-((3-(7-(((3S,4R)-3-chloro-1-methylpiperidin-4-yl)amino)-3-(2,2,2-trifluoroethyl)benzo[b]thiophen-2-yl)prop-2-yn-1-yl)amino)-5-(dimethylphosphoryl)-N,N-dimethylbenzamide Cl[C@H]1CN(CC[C@H]1NC1=CC=CC2=C1SC(=C2CC(F)(F)F)C#CCNC2=C(C(=O)N(C)C)C=C(C=C2)P(=O)(C)C)C